C(C)C1(CC1)C#C 1-ethyl-1-ethynyl-cyclopropane